[4-(Hexyloxy)phenyl]methanamine C(CCCCC)OC1=CC=C(C=C1)CN